3-heptyl-5-methoxy-1-phenyl-1H-benzo[g]indazole C(CCCCCC)C1=NN(C2=C3C(=C(C=C12)OC)C=CC=C3)C3=CC=CC=C3